CSC1=NN=C(S1)N 5-(methylsulfanyl)-1,3,4-thiadiazol-2-amine